Methyl 4'-(5-(hydroxymethyl)isoxazol-3-yl)-5-(4-(trifluoromethyl)benzamido)-[1,1'-biphenyl]-3-carboxylate OCC1=CC(=NO1)C1=CC=C(C=C1)C1=CC(=CC(=C1)NC(C1=CC=C(C=C1)C(F)(F)F)=O)C(=O)OC